C(C)OC(=O)[C@H]1C2CCC([C@@H]1NC1=NC(=NC(=C1F)C=1SC=CC1)C1=CNC3=NC(=CN=C31)C)CC2.FC([S+]2C3=C(C1=C2C=CC=C1)C=CC=C3)(F)F S-(trifluoromethyl)dibenzothiophenium (2S,3S)-ethyl-3-((5-fluoro-2-(3-methyl-5H-pyrrolo[2,3-b]pyrazin-7-yl)-6-(thiophen-2-yl)pyrimidin-4-yl)amino)bicyclo[2.2.2]octane-2-carboxylate